[BH4-].C(C)(=O)O acetic acid borohydride